3-Methoxy-4-hydroxy-4'-methylchalcone COC=1C=C(C=CC1O)\C=C\C(=O)C1=CC=C(C=C1)C